CC(CCC(CC)=O)(C)O 6-methyl-6-hydroxy-3-heptanone